C(C)NCC(F)F N-ethyl-2,2-difluoroethanamine